C=CCCCCCCC(C(CCCCCCCC)O)O octadecene-9,10-diol